bis(1,2,4-triazolyl)methanone N1N=C(N=C1)C(=O)C1=NNC=N1